N-(4-bromo-2-chlorophenyl)-2-(2-(3,6-dihydro-2H-pyran-4-yl)-5-ethyl-7-oxo-6-(piperazin-1-yl)-[1,2,4]triazolo[1,5-a]pyrimidin-4(7H)-yl)acetamide BrC1=CC(=C(C=C1)NC(CN1C=2N(C(C(=C1CC)N1CCNCC1)=O)N=C(N2)C=2CCOCC2)=O)Cl